FC1(CC(C1)N1C(=NC2=NC=C(C=C21)C=2C=CN1N=C(N=CC12)NC1CCOCC1)C)F 5-(1-(3,3-difluorocyclobutyl)-2-methyl-1H-imidazo[4,5-b]pyridin-6-yl)-N-(tetrahydro-2H-pyran-4-yl)pyrrolo[2,1-f][1,2,4]triazin-2-amine